4-octyloxyphenyl-phenyliodonium tetraphenylborate C1(=CC=CC=C1)[B-](C1=CC=CC=C1)(C1=CC=CC=C1)C1=CC=CC=C1.C(CCCCCCC)OC1=CC=C(C=C1)[I+]C1=CC=CC=C1